8-nitro-[1,2,4]triazolo[4,3-a]quinazolin-5-amine [N+](=O)([O-])C1=CC=C2C(=NC=3N(C2=C1)C=NN3)N